O=C1NC(CCC1N1C(C2=CC=CC(=C2C1=O)NCC(=O)N)=O)=O 2-(2-(2,6-dioxopiperidin-3-yl)-1,3-dioxoisoindolin-4-ylamino)acetamide